FC1(OC=2C(=CC=3C(N(CC3C2)C=2N=C(N(C2S(=O)(=O)CC)C)C=2C=NN(C2)CC2(CC2)C#N)=O)O1)F 1-[[4-[4-(2,2-difluoro-7-oxo-5H-[1,3]dioxolo[4,5-f]isoindol-6-yl)-5-ethylsulfonyl-1-methyl-imidazol-2-yl]pyrazol-1-yl]methyl]cyclopropanecarbonitrile